C1(CC1)C1=CC(=C(C(=C1)C)N1N=C2C(N=C(NC2=O)N2CCCC2)=N1)C 2-(4-cyclopropyl-2,6-dimethylphenyl)-5-(pyrrolidin-1-yl)-2,6-dihydro-7H-[1,2,3]triazolo[4,5-d]pyrimidin-7-one